BrC1=NSC(=N1)C1=NN=C2N1CCN([C@@H]2C)CC2=C(C=C(C=C2)OC)OC (R)-3-bromo-5-(7-(2,4-dimethoxybenzyl)-8-methyl-5,6,7,8-tetrahydro-[1,2,4]Triazolo[4,3-a]pyrazin-3-yl)-1,2,4-thiadiazole